The molecule is an organic thiophosphate that is the S-phospho derivative of 2-[(3-aminopropyl)amino]ethanethiol. A prodrug for the free thiol, WR-1065, which is used as a cytoprotectant in cancer chemotherapy and radiotherapy. It has a role as a prodrug, a radiation protective agent and an antioxidant. It is a diamine and an organic thiophosphate. It derives from a cysteamine. C(CN)CNCCSP(=O)(O)O